4-(2-hydroxy-1-(2-methoxyphenyl)ethoxy)piperidine-1-carboxylic acid tert-butyl ester C(C)(C)(C)OC(=O)N1CCC(CC1)OC(CO)C1=C(C=CC=C1)OC